FC1=CC=C(C=C1)S(=O)(=O)N1[C@@H](C[C@H](C1)C1=CC=CC=C1)C1=NC(=NO1)CN (5-((2S,4S)-1-((4-fluorophenyl)sulfonyl)-4-phenylpyrrolidin-2-yl)-1,2,4-oxadiazol-3-yl)methaneamine